6-(4-(trifluoromethyl)phenyl)isonicotinamide FC(C1=CC=C(C=C1)C=1N=CC=C(C(=O)N)C1)(F)F